Cl.Cl.ClC1=CC=CC(=N1)CN (6-Chloropyridin-2-yl)methanamine dihydrochloride